6-{2-[(tert-butyldimethylsilyl)oxy]ethoxy}-9-chloro-7-methoxy-1H,2H,3H-cyclopenta[b]quinoline [Si](C)(C)(C(C)(C)C)OCCOC=1C(=CC=2C(=C3C(=NC2C1)CCC3)Cl)OC